tert-Butyl 7-{[2-(4-chlorophenyl)imidazo[1,2-a]pyrimidin-3-yl]methyl}-3-oxa-7,9-diazabicyclo-[3.3.1]nonane-9-carboxylate ClC1=CC=C(C=C1)C=1N=C2N(C=CC=N2)C1CN1CC2COCC(C1)N2C(=O)OC(C)(C)C